5-(3-(3-(2,5-dihydrofuran-3-yl)-1H-pyrazol-5-yl)-2-fluoro-6-hydroxyphenyl)-1,2,5-thiadiazolidin-3-one 1,1-dioxide O1CC(=CC1)C1=NNC(=C1)C=1C(=C(C(=CC1)O)N1CC(NS1(=O)=O)=O)F